C(C)(C)(C)OC(=O)C1=C(C=CC(=N1)N1CC2=C(C=CC=C2CC1)C(=O)OC)C=1C=NN(C1C)CC1CCCCC1 methyl 2-(6-(tert-butoxycarbonyl)-5-(1-(cyclohexylmethyl)-5-methyl-1H-pyrazol-4-yl) pyridin-2-yl)-1,2,3,4-tetrahydroisoquinoline-8-carboxylate